tert-butyl (6aS,8S)-2-chloro-8-((4-nitrobenzoyl)oxy)-6a,7,8,9-tetrahydropyrrolo[1',2':4,5]pyrazino[2,3-c]pyridazine-5(6H)-carboxylate ClC=1C=C2C(=NN1)N(C[C@H]1N2C[C@H](C1)OC(C1=CC=C(C=C1)[N+](=O)[O-])=O)C(=O)OC(C)(C)C